5-((3-(4-chlorophenyl)-1,2,4-oxadiazol-5-yl)amino)-N'-hydroxypyrazine-2-carboximidamide ClC1=CC=C(C=C1)C1=NOC(=N1)NC=1N=CC(=NC1)C(N)=NO